rac-3',4'-dimethylspiro[bicyclo[2.2.1]heptane-2,1'-cyclopentan] CC1CC2(CC1C)C1CCC(C2)C1